C([C@@H]1[C@H]([C@@H]([C@](O1)(COP(=O)([O-])[O-])O)O)O)O The molecule is a D-fructofuranose 1-phosphate(2-) obtained by deprotonation of the phosphate OH groups of beta-D-fructofuranose 1-phosphate; major species at pH 7.3. It is a conjugate base of a beta-D-fructofuranose 1-phosphate.